BrC1=CC(=CC2=C1N(C(=N2)C)C[C@H](CN(C(OC(C)(C)C)=O)C)OCC)F tert-butyl N-[(2R)-3-(7-bromo-5-fluoro-2-methyl-benzimidazol-1-yl)-2-ethoxy-propyl]-N-methyl-carbamate